C1(CCCC1)N1C(N(C(C1=O)=CC1=CC(=CC(=C1)O)O)C)=[Se] 3-cyclopentyl-5-(3,5-dihydroxybenzylidene)-1-methyl-2-selenoxoimidazolidin-4-one